3-(1-(2-Chlorophenyl)pyrrolidin-2-yl)-1-phenyl-1H-pyrrole-2,5-dione ClC1=C(C=CC=C1)N1C(CCC1)C=1C(N(C(C1)=O)C1=CC=CC=C1)=O